diethyl 1-(2-(1-methyl-1H-pyrazol-4-yl)-2-oxoethyl)-1H-pyrazole-3,5-dicarboxylate CN1N=CC(=C1)C(CN1N=C(C=C1C(=O)OCC)C(=O)OCC)=O